3-Ethoxy-5-ethyl-benzoic acid C(C)OC=1C=C(C(=O)O)C=C(C1)CC